ClC=1C=2N(C=C(C1)CO)N=C(N2)C=2C(=C(C=CC2)C2=C(C(=CC=C2)NC=2N=CC=C1C=C(C=NC21)CN2C[C@@H](CC2)O)C)C (R)-1-((8-(3'-(8-chloro-6-(hydroxymethyl)-[1,2,4]triazolo[1,5-a]pyridin-2-yl)-2,2'-dimethylbiphenyl-3-ylamino)-1,7-naphthyridin-3-yl)methyl)pyrrolidin-3-ol